4-(3-chloro-2-methyl-7-(2-(1-methyl-1H-pyrazol-4-yl)tetrahydro-2H-pyran-4-yl)-4-oxo-4H-pyrazino[1,2-a]pyrimidin-9-yl)-3-fluorobenzonitrile ClC1=C(N=C2N(C1=O)C=C(N=C2C2=C(C=C(C#N)C=C2)F)C2CC(OCC2)C=2C=NN(C2)C)C